O1C(COCC1)COC1=CC(=C(C(=N1)CCC1=CC=C(OCCNC(C)=O)C=C1)C)O N-(2-(4-(2-(6-((1,4-dioxan-2-yl)methoxy)-4-hydroxy-3-methylpyridin-2-yl)ethyl)phenoxy)ethyl)acetamide